5-chloro-N4-(1H-indazol-6-yl)-N2-(1,2,3,4-tetrahydroisoquinolin-6-yl)pyrimidine-2,4-diamine ClC=1C(=NC(=NC1)NC=1C=C2CCNCC2=CC1)NC1=CC=C2C=NNC2=C1